ClC1=C(C(=CC=C1)C)N1CC=C2N1C(=CC=N2)C2=CC=C(C=C2)C N-(2-chloro-6-methylphenyl)-7-(p-tolyl)pyrazolo[1,5-a]pyrimidine